CC1=CC=C(C=C1)S(=O)(=O)OC[C@@]12[C@H]3[C@@H]([C@H]([C@@H](OC1)O2)NC2=NC(=NS2)Cl)OC(O3)(C)C ((3aR,4R,7S,8R,8aR)-8-((3-chloro-1,2,4-thiadiazol-5-yl)amino)-2,2-dimethyltetrahydro-4,7-epoxy [1,3]dioxolo[4,5-d]oxepin-4(5H)-yl)methyl 4-methylbenzenesulfonate